COC1=C(C(=O)[O-])C(=CC(=C1)OC)OC 2,4,6-trimethoxybenzoate